(1s,3s)-3-{5-bromo-3-[2-(methoxymethoxy)-6-methyl-4-(trifluoromethyl)phenyl]-6-methyl-7H-pyrrolo[2,3-c]pyridazin-7-yl}-1-methylcyclobutanol BrC1=C(N(C=2N=NC(=CC21)C2=C(C=C(C=C2C)C(F)(F)F)OCOC)C2CC(C2)(O)C)C